[Cl-].[Cl-].[Cl-].CC1=C(C(=C(C1(C)[Ti+3])C)C)C (pentamethylcyclopentadienyl)titanium (IV) trichloride